ClC1=C(C=C(C=C1)C1=NN(C(=N1)CC(=O)N[C@H]1C[C@H](C2=CC=CC=C12)O)CC)F 2-[3-(4-Chloro-3-fluorophenyl)-1-ethyl-1H-1,2,4-triazol-5-yl]-N-[(1S,3R)-3-hydroxy-2,3-dihydro-1H-inden-1-yl]acetamid